C(CCCCC)NC(=O)C(C(C)CCC[C@@H](C)[C@H]1CC[C@H]2[C@@H]3CC=C4C[C@@H](O)CC[C@]4(C)[C@H]3CC[C@]12C)=O hexylamino-carbonyl-oxocholesterol